BrC=1N=CC=2N(C1)C(=CN2)C2=NC=CC(=N2)N2CC(NC(C2)C=2C=NNC2)C 6-Bromo-3-(4-(3-methyl-5-(1H-pyrazol-4-yl)piperazin-1-yl)pyrimidin-2-yl)imidazo[1,2-a]pyrazine